5-(((1s,3s)-3-(4-(2-(4-((2-(6-oxa-2-azaspiro[3.4]octan-2-yl)pyrimidin-4-yl)methoxy)phenyl)propan-2-yl)phenoxy)cyclobutyl)amino)-2-(2,6-dioxopiperidin-3-yl)isoindolin-1,3-dione C1N(CC12COCC2)C2=NC=CC(=N2)COC2=CC=C(C=C2)C(C)(C)C2=CC=C(OC1CC(C1)NC=1C=C3C(N(C(C3=CC1)=O)C1C(NC(CC1)=O)=O)=O)C=C2